O=C1N(C2CCC(N1C2)C(=O)N)OS(=O)(=O)O 7-oxo-6-(sulfooxy)-1,6-diazabicyclo[3.2.1]octan-2-carboxamid